C(CCCCCCC(=O)OCC(CCCCCCCC)CCCCCC)(=O)OCC1=CC(=CC(=C1)CO)COC(CCC(OCCCCCCCC)OCCCCCCCC)=O 1-(3-(((4,4-bis(octyloxy)butanoyl)oxy)methyl)-5-(hydroxymethyl)benzyl) 8-(2-hexyldecyl) octanedioate